4-amino-1-phenylpyrimidin-2(1H)-one NC1=NC(N(C=C1)C1=CC=CC=C1)=O